OC(CCN[C@H]1[C@@H](CCCC1)OC=1C=C2CN(C(C2=CC1)=O)C1C(NC(CC1)=O)=O)(C)C 3-(5-(((1R,2R)-2-((3-hydroxy-3-methylbutyl)amino)cyclohexyl)oxy)-1-oxoisoindolin-2-yl)piperidine-2,6-dione